4'-(trifluoromethyl)-[1,1'-biphenyl]-4-carboxamide FC(C1=CC=C(C=C1)C1=CC=C(C=C1)C(=O)N)(F)F